(S)-2-(2-(3-(2-ethoxypropan-2-yl)-1-(2-(6-methylpyridin-3-yl)propan-2-yl)pyrrolidin-3-yl)ethyl)-1H-indole C(C)OC(C)(C)[C@@]1(CN(CC1)C(C)(C)C=1C=NC(=CC1)C)CCC=1NC2=CC=CC=C2C1